C(C1=CC=CC=C1)NC(=O)C12C(C3C(C(N1)=O)C(CN3CC3=CC=C(C=C3)O)C2)CC(C)C N-benzyl-1-(4-hydroxybenzyl)-7-isobutyl-4-oxooctahydro-6H-3,6-methanopyrrolo[3,2-c]pyridine-6-carboxamide